2-(5-chloro-6-(3,3-difluoro-1-methylcyclopentyl)-2-methylpyridin-3-yl)-4-oxo-1,4-dihydro-1,6-naphthyridine-5-carboxamide ClC=1C=C(C(=NC1C1(CC(CC1)(F)F)C)C)C=1NC=2C=CN=C(C2C(C1)=O)C(=O)N